N1C=NC=C1C1=CC=C(CN2CCC(CC2)(CCC2=CC=CC=C2)COCC)C=C1 1-(4-(1H-imidazol-5-yl)benzyl)-4-(ethoxymethyl)-4-phenethylpiperidine